5-(4-((1-(2-(4-chlorophenyl)-2,2-difluoroacetyl)piperidin-4-yl)methyl)piperazin-1-yl)-2-(2,6-dioxopiperidin-3-yl)isoindoline-1,3-dione ClC1=CC=C(C=C1)C(C(=O)N1CCC(CC1)CN1CCN(CC1)C=1C=C2C(N(C(C2=CC1)=O)C1C(NC(CC1)=O)=O)=O)(F)F